N-((1r,3r)-3-((5-chloro-6-cyanopyridin-3-yl)oxy)-2,2,4,4-tetramethylcyclobutyl)-2-(4-(hydroxymethyl)piperidin-1-yl)pyrimidine-5-carboxamide ClC=1C=C(C=NC1C#N)OC1C(C(C1(C)C)NC(=O)C=1C=NC(=NC1)N1CCC(CC1)CO)(C)C